(7-(3,4-Dimethylphenyl)-2-azaspiro[3.5]nonan-2-yl)((1s,3s)-3-hydroxy-3-methylcyclobutyl)methanon CC=1C=C(C=CC1C)C1CCC2(CN(C2)C(=O)C2CC(C2)(C)O)CC1